[4-[[6-(trifluoromethyl)-3-pyridinyl]methoxymethyl]-1-piperidinyl]methanone FC(C1=CC=C(C=N1)COCC1CCN(CC1)C=O)(F)F